N[C@@H]1C2=CC=CC=C2CC12CCN(CC2)C=2C(=NC(=CN2)SC2=C(C=1N(C=C2)C=C(N1)C1=CC=C(C=C1)N)Cl)CO (S)-(3-(1-Amino-1,3-dihydrospiro[indene-2,4'-piperidin]-1'-yl)-6-((2-(4-aminophenyl)-8-chloroimidazo[1,2-a]pyridin-7-yl)thio)pyrazin-2-yl)methanol